(-)-1-ethyl-2-aminomethyl-pyrrole C(C)N1C(=CC=C1)CN